7-methoxy-2,2-dimethylchromane-8-sulfonamide COC1=CC=C2CCC(OC2=C1S(=O)(=O)N)(C)C